ClC=1C(=NC(=NC1)NC1=NC=C(C=C1)C1CCN(CC1)C)C1=C(C=2C(N(CC3(CCC3)C2S1)C)=O)C 2-[5-Chloro-2-[[5-(1-methyl-piperidin-4-yl)pyridin-2-yl]amino]pyrimidin-4-yl]-3,5-dimethylspiro[6H-thieno[3,2-c]pyridine-7,1'-cyclobutane]-4-one